S1C2=C(C=C1)C=CC(=C2)S(=O)(=O)N2CC1(CCC1)CC2CC 6-(Benzo[b]thiophen-6-ylsulfonyl)-7-ethyl-6-azaspiro[3.4]octane